FC=1C=NC=2N(C1)C(=C(N2)C2=NC(=NN2COP(O)(O)=O)C(F)(F)F)C2=CN=CN2 ({5-[6-fluoro-3-(1H-imidazol-5-yl)imidazo[1,2-a]pyrimidin-2-yl]-3-(trifluoromethyl)-1H-1,2,4-triazol-1-yl}methoxy)phosphonic acid